C1(=CC=CC=C1)CCCCCC(=O)N 6-PHENYLHEXANAMIDE